FC1=C(C=C(C=C1)NC(=O)C=1N(C=C2C1SC[C@H]1[C@@H](NS2(=O)=O)CN(C1)C(C(=O)O)=O)C)C 2-((3aR,10aR)-8-((4-fluoro-3-methylphenyl)carbamoyl)-7-methyl-5,5-dioxido-3a,4,10,10a-tetrahydro-1H,7H-dipyrrolo[3,4-c:3',4'-g][1,6,2]dithiazocin-2(3H)-yl)-2-oxoacetic acid